(3R,7R)-3,7-dimethyl-10-oxo-3,4,7,8,9,10-hexahydropyrido[4',3':3,4]Pyrazolo[1,5-a]Pyrazine C[C@@H]1CC2=NN3C(C(NC[C@H]3C)=O)=C2C=N1